imidazo[1,5-d][1,2,4]triazin-4-amine C=1C=2N(C(=NN1)N)C=NC2